2-(2-cyclohexyl-5-(4-methylpiperazine-1-carbonyl)-7-oxopyrazolo[1,5-a]pyrimidin-4(7H)-yl)-N-(5-fluoropyridin-2-yl)acetamide C1(CCCCC1)C1=NN2C(N(C(=CC2=O)C(=O)N2CCN(CC2)C)CC(=O)NC2=NC=C(C=C2)F)=C1